FC1=C(C(=O)N2CCN(CC2)C(=O)[C@H]2N(CCC2)C(=O)OC(C)(C)C)C=CC(=C1)F Tert-butyl (S)-2-(4-(2,4-difluorobenzoyl)piperazin-1-carbonyl)pyrrolidin-1-carboxylate